1-(2-aminothiazolo[4,5-b]pyridin-6-yl)piperidin-2-one NC=1SC=2C(=NC=C(C2)N2C(CCCC2)=O)N1